(R)-2-((4-fluorophenyl)amino)-2-oxo-1-phenylethyl-3-amino-6-(pyridin-4-yl)pyrazine Diethyl-fluoromalonate C(C)OC(C(C(=O)OCC)F)=O.FC1=CC=C(C=C1)NC([C@H](C1=CC=CC=C1)C1=NC(=CN=C1N)C1=CC=NC=C1)=O